5-(indolizine-2-carbonyl)-N-[(oxan-4-yl)methyl]-2H,4H,5H,6H,7H-pyrazolo[4,3-c]pyridine-3-carboxamide C=1C(=CN2C=CC=CC12)C(=O)N1CC=2C(CC1)=NNC2C(=O)NCC2CCOCC2